C1(=CCCCCC1)C1=NN2C(N(C(=C(C2=O)N2CCNCC2)CC)CC(=O)NC2=CC=C(C=C2)S(F)(F)(F)(F)F)=C1 2-(2-(Cyclohept-1-en-1-yl)-5-ethyl-7-oxo-6-(piperazin-1-yl)pyrazolo[1,5-a]pyrimidin-4(7H)-yl)-N-(4-(pentafluoro-λ6-sulfanyl)phenyl)acetamide